3-(1-phenyl-1H-benzo[d]imidazol-2-yl)-2,4,5,6-tetrakis(5H-pyrido[3,2-b]indol-5-yl)benzonitrile C1(=CC=CC=C1)N1C(=NC2=C1C=CC=C2)C=2C(=C(C#N)C(=C(C2N2C1=C(C=3C=CC=CC23)N=CC=C1)N1C2=C(C=3C=CC=CC13)N=CC=C2)N2C1=C(C=3C=CC=CC23)N=CC=C1)N1C2=C(C=3C=CC=CC13)N=CC=C2